CN(C)CC1=C(C=CC(=N1)NC=1C2=C(C(=NC1)C1=C3C(=NC=C1)N(C=C3)C)CNC2=O)N2CCOCC2 7-((6-((dimethyl-amino)methyl)-5-morpholino-pyridin-2-yl)amino)-4-(1-methyl-1H-pyrrolo[2,3-b]pyridin-4-yl)-2,3-dihydro-1H-pyrrolo[3,4-c]pyridin-1-one